COC1=CC=C(C=C1)C1=CC=C(C=C1)CSC1=C(N=NN1)C(=O)O 5-(((4'-methoxy-[1,1'-biphenyl]-4-yl)methyl)thio)-1H-1,2,3-triazole-4-carboxylic acid